The molecule is ergotaman bearing a hydroxy group at the 12' position, isopropyl groups at the 2' and 5'alpha positions, and oxo groups at positions 3', 6', and 18. It is a natural ergot alkaloid. It derives from a hydride of an ergotaman. CC(C)[C@H]1C(=O)N2CCC[C@H]2[C@]3(N1C(=O)[C@](O3)(C(C)C)NC(=O)[C@H]4CN([C@@H]5CC6=CNC7=CC=CC(=C67)C5=C4)C)O